C12CCCCC2C1NC=1C2=C(N=C(N1)OC[C@]13CCCN3C[C@@H](C1)F)C(=C(N=C2)C2=CC(=CC1=CC=C(C(=C21)C#C)F)O)F 4-(4-(bicyclo[4.1.0]heptan-7-ylamino)-8-fluoro-2-(((2R,7aS)-2-fluorotetrahydro-1H-pyrrolizin-7a(5H)-yl)methoxy)pyrido[4,3-d]pyrimidin-7-yl)-5-ethynyl-6-fluoronaphthalen-2-ol